C(C1=CC=CC=C1)N1C=NC2=C1C1=C(OC2=O)C=CC=C1 1-Benzyl-[1]benzopyrano[3,4-d]imidazol-4(1H)-one